Dichlorosilacyclobutylidenebis[2-(2-thienyl)-4-phenyl-5,6-dimethyl-1-indenyl]zirconium ClC1(C[Si](C1)=[Zr](C1C(=CC2=C(C(=C(C=C12)C)C)C1=CC=CC=C1)C=1SC=CC1)C1C(=CC2=C(C(=C(C=C12)C)C)C1=CC=CC=C1)C=1SC=CC1)Cl